C(#N)C=1C=NC(=C(C1C1CC1)C#N)N1CCN(C(CC1)=O)C 3,5-dicyano-4-cyclopropyl-6-(4-methyl-5-oxo-1,4-diazepan-1-yl)pyridine